1-N-methylpyrrolidinium C[NH+]1CCCC1